4-chloro-7-isopropyl-7-methyl-10-(piperidin-4-yl)indolo[1,2-a]quinazolin-5(7H)-one ClC=1C=2C(N=C3N(C2C=CC1)C1=CC(=CC=C1C3(C)C(C)C)C3CCNCC3)=O